[I-].CN(C1=CC=C(/C=C/C2=CCN(C=C2)C)C=C1)C trans-4-[4-(dimethylamino)styryl]-1-methylpyridine iodide